(S)-4-(7-(3-aminopyrrolidin-1-yl)-3-(4-fluorophenyl)quinoxalin-2-yl)benzonitrile N[C@@H]1CN(CC1)C1=CC=C2N=C(C(=NC2=C1)C1=CC=C(C#N)C=C1)C1=CC=C(C=C1)F